N-[3-[2-(difluoromethoxy)-5-[4-(2-morpholino-2-oxo-ethyl)phenoxy]phenyl]-1-methyl-pyrazol-4-yl]pyrazolo[1,5-a]pyrimidine-3-carboxamide FC(OC1=C(C=C(C=C1)OC1=CC=C(C=C1)CC(=O)N1CCOCC1)C1=NN(C=C1NC(=O)C=1C=NN2C1N=CC=C2)C)F